C1N(CCC2=CC=CC=C12)C[C@H](CN1CCOC2=C(C1=O)C=CC(=C2)OC2CCN(CC2)CCOC)O 4-[(2R)-3-(3,4-dihydro-1H-isoquinolin-2-yl)-2-hydroxy-propyl]-8-[[1-(2-methoxyethyl)-4-piperidyl]oxy]-2,3-dihydro-1,4-benzoxazepin-5-one